(R or S)-1-{2-[(6-methoxy-2-methyl-1,2,3,4-tetrahydroisoquinolin-7-yl)amino]quinazolin-7-yl}-3-(trifluoromethyl)azetidin-3-ol COC=1C=C2CCN(CC2=CC1NC1=NC2=CC(=CC=C2C=N1)N1CC(C1)(O)C(F)(F)F)C